C(C)(C)(C)OC(=O)N[C@@H](CCO)C(=O)OC(C)(C)C tert-butyl (tert-butoxycarbonyl)-L-homoserinate